methyl (2s,3r)-2-hydroxy-3-((4-(methylcarbamoyl)-2-nitrophenyl) amino)-4-phenylbutyrate O[C@H](C(=O)OC)[C@@H](CC1=CC=CC=C1)NC1=C(C=C(C=C1)C(NC)=O)[N+](=O)[O-]